ClC1=C(C=CC(=C1)F)C1=CC(OC2=CC(=CC=C12)O[C@@H](C(=O)N1C[C@@H](CC1)CC(=O)O)C)=O 2-[(3S)-1-[(2R)-2-[4-(2-chloro-4-fluoro-phenyl)-2-oxo-chromen-7-yl]oxypropionyl]pyrrolidin-3-yl]acetic acid